NC1=C(C=C(C=2C(C3=CC=CC=C3C(C12)=O)=O)N)OC 1,4-diamino-2-methoxy-9,10-anthraquinone